(S)-4-(1-(3-(3-Chloro-4-fluorophenyl)-1-methylureido)ethyl)-N,N-dimethylisochinolin-1-carboxamid ClC=1C=C(C=CC1F)NC(N(C)[C@@H](C)C1=CN=C(C2=CC=CC=C12)C(=O)N(C)C)=O